ClC=1C=CC(=NC1)C=1NC2=C(C=C(C=C2C1C(=O)OC)F)F methyl 2-(5-chloropyridin-2-yl)-5,7-difluoro-1H-indole-3-carboxylate